OC1=C(C=CC=C1)C1=CC2=C(N=N1)NC1=C2[C@H](N(CC1)C=1N=CC(=NC1)C1CCN(CC1)C1CC2(CN(C2)C(=O)OC(C)(C)C)C1)C (R)-tert-butyl 6-(4-(5-(3-(2-hydroxyphenyl)-5-methyl-7,8-dihydro-5H-pyrido[3',4':4,5]pyrrolo[2,3-c]pyridazin-6(9H)-yl)pyrazin-2-yl)piperidin-1-yl)-2-azaspiro[3.3]heptane-2-carboxylate